Isoindolone-imide C1(N=CC2=CC=CC=C12)=N